C[C@H]1N(CCC1)CCNC(OC(C)(C)C)=O tert-butyl (R)-(2-(2-methylpyrrolidin-1-yl)ethyl)carbamate